[K].N1(CCC1)CCCS(=O)(=O)NC(NC1=C2CCCC2=CC=2CCCC12)=O 3-(Azetidin-1-yl)-N-((1,2,3,5,6,7-hexahydro-s-indacen-4-yl)carbamoyl)propane-1-sulfonamide, Potassium Salt